(±)-trans-N-(8-chloro-6-(1-methyl-4-oxo-1,4-dihydropyridin-2-yl)isoquinolin-3-yl)-2-cyanocyclopropanecarboxamide ClC=1C=C(C=C2C=C(N=CC12)NC(=O)[C@H]1[C@@H](C1)C#N)C=1N(C=CC(C1)=O)C |r|